1-(4-(6-AMINO-2-METHYLPYRIDIN-3-YL)-2-OXOBUTYL)-5-CHLORO-3-(METHYLAMINO)-6-PHENYLPYRAZIN-2(1H)-ONE NC1=CC=C(C(=N1)C)CCC(CN1C(C(=NC(=C1C1=CC=CC=C1)Cl)NC)=O)=O